cis-8'-Bromo-7'-fluoro-3'-methyl-3-(pyrrolidin-1-yl)spiro[cyclobutane-1,1'-pyrrolo[2,3-c]quinolin]-2'(3'H)-one BrC1=CC=2C3=C(C=NC2C=C1F)N(C(C31CC(C1)N1CCCC1)=O)C